2-(diethylamino)ethylalcohol C(C)N(CCO)CC